4-(methylthio)-5H-pyrrolo[3,2-d]pyrimidine CSC=1C2=C(N=CN1)C=CN2